NC(C(C1=CC=CC=C1)SC1=C(C(=C(C(=N1)N1CCC(CC1)NCC(=O)O)C#N)CC)C#N)=O 2-((1-(6-((2-amino-2-oxo-1-phenylethyl)thio)-3,5-dicyano-4-ethylpyridin-2-yl)piperidin-4-yl)amino)acetic acid